Br.C(NCCOCCOCCOCCOCCOCC)(=O)NC=1SC(=C(N1)C1=CC=CC=C1)NC(=O)[C@H]1N(CCC1)C([C@@H](NC([C@H](C)NC)=O)C1CCCCC1)=O (S)-N-(2-(5,8,11,14,17-pentaoxa-2-azanonadecanamido)-4-phenylthiazol-5-yl)-1-((S)-2-cyclohexyl-2-((S)-2-(methylamino)propanamido)acetyl)pyrrolidine-2-carboxamide hydrobromide